5-(tert-butyl)-N-(2-methyl-4-(2-((1S,2S)-2-(trifluoromethyl)cyclopropane-1-carboxamido)pyridin-4-yl)benzyl)-1,2,4-oxadiazole-3-carboxamide C(C)(C)(C)C1=NC(=NO1)C(=O)NCC1=C(C=C(C=C1)C1=CC(=NC=C1)NC(=O)[C@@H]1[C@H](C1)C(F)(F)F)C